3,3-diethyl-8-hydroxy-7-(methylsulfanyl)-5-phenyl-2,3,4,5-tetrahydro-1,5-benzothiazepin 1,1-dioxide C(C)C1(CS(C2=C(N(C1)C1=CC=CC=C1)C=C(C(=C2)O)SC)(=O)=O)CC